3-Chloro-N-prop-2-ynyl-benzenesulfonamide ClC=1C=C(C=CC1)S(=O)(=O)NCC#C